(R)-2-amino-6-(4-(2-(methylamino)ethoxy)benzyl)-4-(pentan-2-ylamino)pyrimidine NC1=NC(=CC(=N1)N[C@H](C)CCC)CC1=CC=C(C=C1)OCCNC